C12(CC(C1)C2)N2C[C@H](N(S(C1=C2C=C(C(=C1)OC)Br)(=O)=O)C)CCOC (R)-5-(bicyclo[1.1.1]pentan-1-yl)-7-bromo-8-methoxy-3-(2-methoxyethyl)-2-methyl-2,3,4,5-tetrahydrobenzo[f][1,2,5]thiadiazepine 1,1-dioxide